N-(3-(2-(diethylamino)propyl)-1,2,4-thiadiazol-5-yl)-5-(3-(trifluoromethyl)phenyl)thiophene-3-carboxamide C(C)N(C(CC1=NSC(=N1)NC(=O)C1=CSC(=C1)C1=CC(=CC=C1)C(F)(F)F)C)CC